NC=1SC2=NC(=CC=C2N1)C(=O)C1=CC=C(C=C1)Cl (2-aminothiazolo[5,4-b]pyridin-5-yl)(4-chlorophenyl)methanone